3-(5-((4-(4-fluorophenoxy)-1H-1,2,3-triazol-1-yl)methyl)-1-oxoisoindolin-2-yl)piperidine-2,6-dione FC1=CC=C(OC=2N=NN(C2)CC=2C=C3CN(C(C3=CC2)=O)C2C(NC(CC2)=O)=O)C=C1